Cl.N=1N(C=C2C1CNC2)CC2=CC1=C(C(=NO1)NS(=O)(=O)C1=C(C=CC(=C1)CC)OC)C(=C2)OC N-(6-((5,6-dihydropyrrolo[3,4-c]pyrazol-2(4H)-yl)methyl)-4-methoxybenzo[d]isoxazol-3-yl)-5-ethyl-2-methoxybenzenesulfonamide hydrochloride